C(=C)(C)C=1C(CC=CC1)(C)C m-isopropenyl-2,2-dimethyl-benzene